BrC=1C(=C(C=CC1)CCCOC1CCNCC1)C 4-[3-(3-bromo-2-methyl-phenyl)propoxy]piperidine